N-(2-ethylaminophenyl)-N'-(3,4-dimethyl-phenyl)-1,2-ethanediamine C(C)NC1=C(C=CC=C1)NCCNC1=CC(=C(C=C1)C)C